hexamethylolhexane C(O)C(CCCCC(CO)(CO)CO)(CO)CO